ClC1=CC=C(CNC(=O)N2[C@@H](CN(CC2)C=2C=NN3C2C=CC(=C3)C=3C=NN(C3)C)C)C=C1 (R)-N-(4-chlorobenzyl)-2-methyl-4-(6-(1-methyl-1H-pyrazol-4-yl)pyrazolo[1,5-a]pyridin-3-yl)piperazine-1-carboxamide